O1NC=CC=C1 2H-oxazin